FC(C=1C=CC(=NC1)C=O)F 5-(difluoromethyl)pyridine-carbaldehyde